(3aS,5S,6R,6aS)-5-((s)-(3-(4-chlorobenzyl)-4-methylphenyl)(hydroxy)methyl)-2,2-dimethyltetrahydrofuro[2,3-d][1,3]dioxol-6-ol ClC1=CC=C(CC=2C=C(C=CC2C)[C@@H]([C@H]2[C@H]([C@H]3[C@H](OC(O3)(C)C)O2)O)O)C=C1